ethyl-1-isopropyl-3-sulfamoyl-1H-pyrazole-5-carboxylate C(C)OC(=O)C1=CC(=NN1C(C)C)S(N)(=O)=O